2-methoxy-6-pentyl-1,4-benzoquinone COC=1C(C(=CC(C1)=O)CCCCC)=O